C(\C=C/CCCCCC)OC(CCCCCCCN1CC2CN(CC(C1)O2)CCCCCCCC(=O)OC(CCCCCCCC)CCCCCCCC)=O heptadecan-9-yl (Z)-8-(7-(8-(non-2-en-1-yloxy)-8-oxooctyl)-9-oxa-3,7-diazabicyclo[3.3.1]nonan-3-yl)octanoate